FC=1C=C2C(CN(C2=CC1)C(=O)OC(C)(C)C)(C(=O)OC)C 1-(tert-butyl) 3-methyl 5-fluoro-3-methylindoline-1,3-dicarboxylate